ClC=1C(=C(N=NC1)C(=O)NC([2H])([2H])[2H])NC1=C2N(CC=3N(C2=CC=C1)N=C(N3)C)C chloro-4-((2,5-dimethyl-4,5-dihydro-[1,2,4]triazolo[1,5-a]quinoxalin-6-yl)amino)-N-(methyl-d3)pyridazine-3-carboxamide